C[C@]1(O)[C@@H]([C@@H](O)[C@H](O)[C@H](O1)CN)N methyl-2,6-dideoxy-2,6-diamino-beta-D-glucopyranose